(S)-5-Benzyl-N-(7-((3-hydroxyazetidin-3-yl)ethynyl)-5-methyl-4-oxo-2,3,4,5-tetrahydrobenzo[b][1,4]oxazepin-3-yl)-1H-1,2,4-triazol-3-carboxamid C(C1=CC=CC=C1)C1=NC(=NN1)C(=O)N[C@@H]1C(N(C2=C(OC1)C=CC(=C2)C#CC2(CNC2)O)C)=O